ClC=1C=C(C=CC1F)NC1=NC=NC2=CC(=C(C=C12)NC(C=CCN1CCCCC1)=O)SCCF 4-Piperidin-1-yl-but-2-enoic acid [4-(3-chloro-4-fluoro-phenylamino)-7-(2-fluoro-ethylsulfanyl)-quinazolin-6-yl]-amide